C1=CC=CC=2C3=CC=CC=C3N(C12)C=1C=C(C=CC1)C1=CC=2NC3=CC=CC=C3C2C=C1 2-{3-(9H-carbazol-9-yl)phenyl}-9H-carbazole